C(C)OC(=O)N1C2COCC1CC(C2)N2C[C@H]1C([C@H]1C2)C(N(C(C)C)CC)=O 7-{(1r,5s,6r)-6-[ethyl-(propan-2-yl)carbamoyl]-3-azabicyclo[3.1.0]hex-3-yl}-3-oxa-9-azabicyclo[3.3.1]nonane-9-carboxylic acid ethyl ester